1,4,5-trimethyl-2-(2-methylpropan-1-en-1-yl)cyclohex-3-ene-1-carboxylic acid CC1(C(C=C(C(C1)C)C)C=C(C)C)C(=O)O